2-Isopropyl-5-methyl-imidazo[4,5-b]pyridin C(C)(C)C=1NC=2C(=NC(=CC2)C)N1